2,4-bis-(4'-aminobenzyl)aniline NC1=CC=C(CC2=C(N)C=CC(=C2)CC2=CC=C(C=C2)N)C=C1